CC1=CC2=C([Se]NS2(=O)C2=CC(=CC=C2)C)C=C1 (R)-6-methyl-1-m-methylphenyl-benzo[d][1,3,2]thiaselenazol-1-one